(((((1R,2S,5R)-2-carbamoyl-7-oxo-1,6-diazabicyclo[3.2.1]octan-6-yl) oxy) sulfonyl) oxy)-2,2,4,4-tetramethylpentyl 2,6-dimethylbenzoate CC1=C(C(=O)OC(C(CC(C)(C)C)(C)C)OS(=O)(=O)ON2[C@@H]3CC[C@H](N(C2=O)C3)C(N)=O)C(=CC=C1)C